rac-(3aR,6aS)-5-[3-carbamoyl-2-(4-phenoxyphenyl)-4,5,6,7-tetrahydro-2H-pyrazolo[4,3-b]pyridin-7-yl]hexahydropyrrolo[3,4-c]pyrrole-2(1H)-carboxylate C(N)(=O)C=1N(N=C2C1NCCC2N2C[C@@H]1[C@H](C2)CN(C1)C(=O)[O-])C1=CC=C(C=C1)OC1=CC=CC=C1 |r|